BrC=1C(=C(C(=O)NCC=2C(NC(=CC2C)C)=O)C(=C(C1)N(C1CCOCC1)CC)C)Cl 3-bromo-2-chloro-N-((4,6-dimethyl-2-oxo-1,2-dihydropyridin-3-yl)methyl)-5-(ethyl-(tetrahydro-2H-pyran-4-yl)amino)-6-methylbenzamide